C(C)N1C(CCC1=O)CN1C=NC2=C1C=C(C=C2)C(=O)[O-] 1-((1-ethyl-5-oxopyrrolidin-2-yl) methyl)-1H-benzo[d]imidazole-6-carboxylate